ClC1=C(C=CC=C1)C1=CC(=NN1CC1=C(C=CC=C1)Cl)COC(C(=O)O)(C)C 2-([5-(2-Chlorophenyl)-1-[(2-chlorophenyl)methyl]1H-pyrazol-3-yl]methoxy)-2-methylpropanoic acid